The molecule is a very long-chain fatty acyl-CoA that results from the formal condensation of the thiol group of coenzyme A with the carboxy group of tetracosanoic (lignoceric) acid. It is an intermediate in the biosynthesis of unsaturated fatty acids. It has a role as a human metabolite and a Saccharomyces cerevisiae metabolite. It derives from a coenzyme A and a tetracosanoic acid. It is a conjugate acid of a tetracosanoyl-CoA(4-). CCCCCCCCCCCCCCCCCCCCCCCC(=O)SCCNC(=O)CCNC(=O)[C@@H](C(C)(C)COP(=O)(O)OP(=O)(O)OC[C@@H]1[C@H]([C@H]([C@@H](O1)N2C=NC3=C(N=CN=C32)N)O)OP(=O)(O)O)O